1-(5-(2-Fluoro-5-((4-oxo-3,4-dihydrophthalazin-1-yl)methyl)phenyl)-1H-benzoimidazol-2-yl)-3-isopropylurea FC1=C(C=C(C=C1)CC1=NNC(C2=CC=CC=C12)=O)C1=CC2=C(NC(=N2)NC(=O)NC(C)C)C=C1